ClC=1C(N(C(=CC1OCC1=NC=C(C=C1F)F)C)C1=CC(=NC=C1C)C1=CC=CC=2C(COC21)N2CC(CC2)O)=O 3-Chloro-4-((3,5-difluoropyridin-2-yl)methoxy)-2'-(3-(3-hydroxypyrrolidin-1-yl)-2,3-dihydrobenzofuran-7-yl)-5',6-dimethyl-2H-[1,4'-bipyridinyl]-2-one